C(#N)C1(CCCCC1)NC(=O)C1=CC2=C(C=N1)CN(C2)C2=NOC(C2)(C(F)(F)F)C2=CC(=CC(=C2)Cl)Cl N-(1-cyanocyclohexyl)-2-(5-(3,5-dichlorophenyl)-5-(trifluoromethyl)-4,5-dihydroisoxazol-3-yl)-2,3-dihydro-1H-pyrrolo[3,4-c]pyridine-6-carboxamide